NC=1C(=C2C=CC=NC2=CC1C(=O)N)C1=C(C(=CC=C1)OC)C 6-amino-5-(3-methoxy-2-methylphenyl)quinoline-7-carboxamide